C(CCCCC)[Si](C=1C=C(C2=C(OC([C@H]3[C@H]2C[C@@H](CC3)CO)(C)C)C1)O)(C)C (6aR,9R,10aR)-3-(hexyldimethylsilyl)-9-hydroxymethyl-6,6-dimethyl-6a,7,8,9,10,10a-hexahydro-6H-dibenzo[b,d]pyran-1-ol